NC=1C=CC=2N(C1)C=C(N2)C(=O)N 6-aminoimidazo[1,2-a]pyridine-2-carboxamide